(1s,3s)-3-amino-1-methylcyclobutane-1-ol monohydrochloride Cl.NC1CC(C1)(O)C